CSC.[Zn] zinc monomethyl sulfide